4-[(3-methoxy-4-{5-[(morpholin-4-yl)methyl]-1,2,4-oxadiazol-3-yl}pyridin-2-yl)amino]-N-(2H3)methyl-6-[(4-methylpyridin-2-yl)amino]pyridazine-3-carboxamide COC=1C(=NC=CC1C1=NOC(=N1)CN1CCOCC1)NC1=C(N=NC(=C1)NC1=NC=CC(=C1)C)C(=O)NC([2H])([2H])[2H]